CC=1C=C(C=CC1OC1=CC2=C(N(N=N2)C)C=C1)NC=1C2=C(N=CN1)C=NC(=N2)S(=O)C N-(3-methyl-4-((1-methyl-1H-benzo[d][1,2,3]triazol-5-yl)oxy)phenyl)-6-(methylsulfinyl)pyrimido[5,4-d]pyrimidin-4-amine